CC(=O)NCCC1=CNC2=C1C=C(C=C2)OC The molecule is a member of the class of acetamides that is acetamide in which one of the hydrogens attached to the nitrogen atom is replaced by a 2-(5-methoxy-1H-indol-3-yl)ethyl group. It is a hormone secreted by the pineal gland in humans. It has a role as a hormone, an anticonvulsant, an immunological adjuvant, a radical scavenger, a central nervous system depressant, a human metabolite and a mouse metabolite. It is a member of acetamides and a member of tryptamines. It derives from a tryptamine.